C(C)(C)(C)OC(=O)N1CC=2N=C(N=C(C2C1)NC1=CC=C(C=C1)C1CCCCC1)Cl 2-chloro-4-((4-cyclohexylphenyl)amino)-5,7-dihydro-6H-pyrrolo[3,4-d]pyrimidine-6-carboxylic acid tert-butyl ester